3-(5-Fluoro-3-pyridyl)isoxazolidine HCl Cl.FC=1C=C(C=NC1)C1NOCC1